azetidin-3-yl 2-[6-[5-(6-methyl-2-pyridyl)-1H-imidazol-4-yl]-3-quinolyl]pyridine-4-carboxylate CC1=CC=CC(=N1)C1=C(N=CN1)C=1C=C2C=C(C=NC2=CC1)C1=NC=CC(=C1)C(=O)OC1CNC1